lithium pentanesulfonate C(CCCC)S(=O)(=O)[O-].[Li+]